C(OC1=CC=C(C=C1)C(C1=CC=CC=C1)=O)(OC1=CC=C(C=C1)NC(C(=C)C)=O)=O 4-benzoylphenyl (4-methacrylamidophenyl) carbonate